C1(=CC=CC=2C3=CC=CC=C3CC12)COC(=O)N([C@@H](C)C(=O)O)C N-Fluorenylmethoxycarbonyl-N-methyl-L-alanine